(R)-4-(1-(5-(6-chloro-7-fluoro-3-(1H-imidazol-1-yl)-5-methoxy-1-methyl-1H-indol-2-yl)-1H-1,2,4-triazol-3-yl)ethyl)morpholine ClC1=C(C=C2C(=C(N(C2=C1F)C)C1=NC(=NN1)[C@@H](C)N1CCOCC1)N1C=NC=C1)OC